N1=C(C=CC(=C1)OCC(=O)NC)C1=NC=CC=C1 2-([2,2'-bipyridin]-5-yloxy)-N-methylacetamide